5-tert-butylbenzyl alcohol C(C)(C)(C)C=1C=CC=C(CO)C1